N-trimethylsilyldimethoxy(piperidin-2-yl)dimethoxysilane methyl-6-methoxy-3,4-dihydronaphthalene-1-carboxylate COC(=O)C1=CCCC2=CC(=CC=C12)OC.C[Si](N1C(CCCC1)[SiH](OC(OC)OC)OC)(C)C